ClC=1C=C2NC(C(N(C2=CC1)CCCO)=O)=O 6-chloro-1-(3-hydroxypropyl)-1,4-dihydroquinoxaline-2,3-dione